3-(4-cyano-3-fluorophenyl)-7-fluoro-4-oxo-2,3-dihydro-1H-quinoline-5-carboxylic acid methyl ester COC(=O)C=1C=2C(C(CNC2C=C(C1)F)C1=CC(=C(C=C1)C#N)F)=O